2,4-dichloro-N-methylbenzamide ClC1=C(C(=O)NC)C=CC(=C1)Cl